C(=O)C1CCC(CC1)CCC=O 3-(4-formylcyclohexyl)propanal